methyl (1S,3S)-3-((6-(5-chloro-3-((methyl(propoxycarbonyl)amino)methyl)thiophen-2-yl)-2-methylpyridin-3-yl)oxy)cyclohexane-1-carboxylate ClC1=CC(=C(S1)C1=CC=C(C(=N1)C)O[C@@H]1C[C@H](CCC1)C(=O)OC)CN(C(=O)OCCC)C